O1C(CCCC1)OCC1=C(SC=C1)C#N (((tetrahydro-2H-pyran-2-yl)oxy)methyl)thiophene-2-carbonitrile